OC[C@@]1(N2CC[C@@H](C1=O)C2)COC (1S,2R,4R)-2-(hydroxymethyl)-2-(methoxymethyl)-1-azabicyclo[2.2.1]heptane-3-one